Tert-butyl 4-[2-allyloxy-1-[4-[(1S)-1-[(2,2,2-trifluoroacetyl)amino]ethyl]phenyl]ethyl]piperazine-1-carboxylate C(C=C)OCC(C1=CC=C(C=C1)[C@H](C)NC(C(F)(F)F)=O)N1CCN(CC1)C(=O)OC(C)(C)C